SCCCCO 4-sulfanylbutan-1-ol